ClC1=CC2=C(OC(CO2)C)C=C1CN1OCC(C1=O)(C)C 2-[(6-chloro-2-methyl-2,3-dihydro-1,4-benzodioxin-7-yl)methyl]-4,4-dimethyl-isoxazolidin-3-one